(+-)-2-TERT-BUTYL-1-CYCLOHEXANONE ruthenium(III) bromide hydrate O.[Ru](Br)(Br)Br.C(C)(C)(C)[C@@H]1C(CCCC1)=O |r|